2-chloropyridine-3-carboxylic acid ethyl ester C(C)OC(=O)C=1C(=NC=CC1)Cl